N-(4-((5-methoxy-1H-benzo[d][1,2,3]triazol-1-yl)methyl)benzyl)sulfamide hydrochloride Cl.COC1=CC2=C(N(N=N2)CC2=CC=C(CNS(=O)(=O)N)C=C2)C=C1